COC=1C=C2C(=NC=NC2=CC1OC)N1N=C(N=C1NC1=CC=C(C=C1)OC1CN(CCC1)C)N 1-(6,7-dimethoxyquinazolin-4-yl)-N5-(4-(1-methylpiperidin-3-yloxy)phenyl)-1H-1,2,4-triazole-3,5-diamine